BrC1=CC=C2C(=N1)N=C(N2)N2CCN(CC2)C(=O)OC(C)(C)C tert-butyl 4-(5-bromo-1H-imidazo[4,5-b]pyridin-2-yl)piperazine-1-carboxylate